1,2-dichloroethylene thioketone ClC1C(Cl)C1=S